COC1=CC=C(CNC(=O)NC2CC3(C2)CC(C3)CC3=C(C=CC=C3)C)C=C1 1-(4-methoxybenzyl)-3-(6-(2-methylbenzyl)spiro[3.3]heptan-2-yl)urea